3,5-difluoro-2-(2-pyridyl)phenyl-(2-carboxypyridyl-iridium) FC=1C(=C(C=C(C1)F)[Ir]C=1C(=NC=CC1)C(=O)O)C1=NC=CC=C1